(2-Methoxyquinolin-6-yl)acetic acid COC1=NC2=CC=C(C=C2C=C1)CC(=O)O